O=S1(CCC(CC1)C1=CC=C(C=C1)S(=O)(=O)NCC1=CC=NC=C1)=O 4-(1,1-dioxotetrahydro-2H-thiopyran-4-yl)-N-(pyridin-4-ylmethyl)-benzenesulfonamide